C(C)(C)(C)[S@@](=O)N[C@H]1[C@H](OCC12CCN(CC2)C(=O)[O-])C (3R,4R)-4-(((R)-tert-butylsulfinyl) amino)-3-methyl-2-oxa-8-azaspiro[4.5]decane-8-carboxylate